(R)-1-(4-cyclobutyl-3-(3,3-difluorocyclobutyl)-1-methyl-1H-pyrazol-5-yl)-3-(1,1,1-trifluoropropan-2-yl)urea C1(CCC1)C=1C(=NN(C1NC(=O)N[C@@H](C(F)(F)F)C)C)C1CC(C1)(F)F